C(C)N1C(=NN=C1)C=1C=C2C=NN(C2=C(C1)OC1=CC=C(C=C1)N1C(N(C=C1)C)=O)C 1-[4-[5-(4-ethyl-1,2,4-triazol-3-yl)-1-methyl-indazol-7-yl]oxyphenyl]-3-methyl-imidazol-2-one